S1C(=NC=C1)C1=CC(=CC=2N=C(OC21)N2CC1CCC(C2)N1C(=O)OC(C)(C)C)C(C(F)(F)F)(C)OC tert-Butyl 3-(7-(thiazol-2-yl)-5-(1,1,1-trifluoro-2-methoxypropan-2-yl)benzo[d]oxazol-2-yl)-3,8-diazabicyclo[3.2.1]octane-8-carboxylate